n-Undecyl alcohol CCCCCCCCCCCO